1-Chloro-1,1-difluoroethane ClC(C)(F)F